Phenylene Diisothiocyanate C=1(C(=CC=CC1)N=C=S)N=C=S